C(C)OC=CC 1-ethoxypropene